(3-(6-(piperidin-3-yl)pyridin-2-yl)pyrazolo[1,5-a]pyridin-5-yl)-2-(pyridin-4-ylamino)acetamide N1CC(CCC1)C1=CC=CC(=N1)C=1C=NN2C1C=C(C=C2)C(C(=O)N)NC2=CC=NC=C2